9-methoxy-2-methylimidazo[1,2-a]quinoline-4-carboxylic acid ethyl ester C(C)OC(=O)C=1C=2N(C3=C(C=CC=C3C1)OC)C=C(N2)C